FC1=C(C=CC=C1)C1=NC(=NC=2[C@]3([C@H](CCC12)CC(C(=C3)C#N)=O)CCC)C3=CC=NC1=CC=CC=C31 (6aR,10aS)-4-(2-fluorophenyl)-8-oxo-10a-propyl-2-(quinolin-4-yl)-5,6,6a,7,8,10a-hexahydrobenzo[h]quinazoline-9-carbonitrile